2-(4-bromophenyl)-N-((2-(2,6-dioxopiperidin-3-yl)-1-oxoisoindolin-4-yl)methyl)-2-oxoacetamide BrC1=CC=C(C=C1)C(C(=O)NCC1=C2CN(C(C2=CC=C1)=O)C1C(NC(CC1)=O)=O)=O